3-methyl-2-(5-methylhept-5-en-2-yl)cyclopent-2-en-1-one CC1=C(C(CC1)=O)C(C)CCC(=CC)C